C(C)(C)(C)OC(=O)N[C@H](CN1N=C(C=C1C(=O)OC)C(F)(F)F)C (S)-methyl 1-(2-((tert-butoxycarbonyl) amino) propyl)-3-(trifluoromethyl)-1H-pyrazole-5-carboxylate